CC1(OCC(CO1)C1NCCC=2C3=CC=CC=C3NC12)C (3S)-1-(2,2-dimethyl-1,3-dioxan-5-yl)-1,2,3,4-tetrahydro-β-carboline